COC(CCC1=CC(=CC=C1)Br)=O 3-(3-bromophenyl)propionic acid methyl ester